C(C)(C)(C)OC(=O)NCCOCCC(=O)N(CC(N(CCOCCOCCOCCC(=O)O)C)=O)CC(N(CCOCCOCCOCCC(OCC=C)=O)C)=O 16-(3-(2-((tert-butoxycarbonyl)amino)ethoxy)propanoyl)-13,19-dimethyl-14,18,31-trioxo-4,7,10,22,25,28,32-heptaoxa-13,16,19-triazapentatriacont-34-enoic acid